COC1=CC(=C(C=C1)C)C Methoxy-3,4-dimethyl-benzene